O(C1=CC=CC=C1)C1=CC=C(C=C1)C1=NN(C=2N=CC=C(C21)N)C2CCN(CC2)C2CNCC2 3-(4-phenoxyphenyl)-1-(1-pyrrolidin-3-yl-4-piperidyl)pyrazolo[3,4-b]pyridin-4-amin